(S)-5-chloro-2-(4-(6-((4-chloro-2-fluorobenzyl)oxy)pyridin-2-yl)-2,5-difluorobenzyl)-1-(4,4-dimethyltetrahydrofuran-3-yl)-1H-benzo[d]imidazole-6-carboxylic acid ClC1=CC2=C(N(C(=N2)CC2=C(C=C(C(=C2)F)C2=NC(=CC=C2)OCC2=C(C=C(C=C2)Cl)F)F)[C@@H]2COCC2(C)C)C=C1C(=O)O